benzo[d]thiazol-7-yl-(2-methyl-3-phenyl-2,4,5,7-tetrahydro-6H-pyrazolo[3,4-c]pyridin-6-yl)methanone S1C=NC2=C1C(=CC=C2)C(=O)N2CC=1C(CC2)=C(N(N1)C)C1=CC=CC=C1